FC1=CC=C(C(=O)CC(=O)O)C=C1 4-fluorobenzoylacetic acid